tert-butyl (1R,3R,5S)-3-({2-[2-(methoxymethoxy)-4-[1-(oxan-2-yl) pyrazol-4-yl]-phenyl]-thieno[2,3-d][1,3]thiazol-5-yl}(methyl)amino)-8-azabicyclo[3.2.1]octane-8-carboxylate COCOC1=C(C=CC(=C1)C=1C=NN(C1)C1OCCCC1)C=1SC2=C(N1)SC(=C2)N(C2C[C@H]1CC[C@@H](C2)N1C(=O)OC(C)(C)C)C